(2r,5s)-2-(4-chloro-1,3-benzoxazol-2-yl)-5-[2-(4-chloro-3-fluorophenoxy)acetamido]piperidine-1-carboxylic acid tert-butyl ester C(C)(C)(C)OC(=O)N1[C@H](CC[C@@H](C1)NC(COC1=CC(=C(C=C1)Cl)F)=O)C=1OC2=C(N1)C(=CC=C2)Cl